2-(5-hydroxy-5-phenylhexahydrocyclopenta[c]pyrrol-2(1H)-yl)-1-(4-(2-hydroxypropan-2-yl)phenyl)ethanone OC1(CC2C(CN(C2)CC(=O)C2=CC=C(C=C2)C(C)(C)O)C1)C1=CC=CC=C1